tert-butyl (2S,3S,4R)-3-[({2-[bis(pyridin-2-ylmethyl)amino]ethyl}carbamoyl)oxy]-4-[(tert-butoxycarbonyl)oxy]-2-[(4-methoxyphenyl) methyl]pyrrolidine-1-carboxylate N1=C(C=CC=C1)CN(CCNC(=O)O[C@H]1[C@@H](N(C[C@H]1OC(=O)OC(C)(C)C)C(=O)OC(C)(C)C)CC1=CC=C(C=C1)OC)CC1=NC=CC=C1